[Au+].P phosphane gold(I)